10-methyl-9(10H)-acridone CN1C=2C=CC=CC2C(C2=CC=CC=C12)=O